2-[(1-n-propyloctyl)oxy]ethanol C(CC)C(CCCCCCC)OCCO